2-(2,6-Diisopropylphenyl)-5-(dimethylamino)imidazo[1,5-a]pyridin-3-ylidenesilver(I) chloride C(C)(C)C1=C(C(=CC=C1)C(C)C)N1C(N2C(C=CC=C2N(C)C)=C1)=[Ag-2]Cl